C(C)(C)(C)OC(=O)N(C(OC(C)(C)C)=O)C1=NN2C(C=C(C=C2)C2=C(C(=C(C=C2)F)OCCC(C(C2=NC=C(C=C2)F)O[Si](C)(C)C(C)(C)C)(F)F)F)=N1 tert-butyl (tert-butoxycarbonyl)(7-(3-(4-((tert-butyldimethylsilyl)oxy)-3,3-difluoro-4-(5-fluoropyridin-2-yl)butoxy)-2,4-difluorophenyl)-[1,2,4]triazolo[1,5-a]pyridin-2-yl)carbamate